C1(=CC=CC=C1)C1=CC=CC=N1 6-phenylpyridine